CN1C=NC2=C1C=CC(=C2)C(CN2N=C(C=C2C(=O)OCC)C(=O)OCC)=O diethyl 1-[2-(1-methyl-1H-benzimidazol-5-yl)-2-oxoethyl]-1H-pyrazole-3,5-dicarboxylate